CC1(CCN(CC1)C=1OC2=C(C=C(C=C2C(C1)=O)C)\C(\C)=N\S(=O)C(C)(C)C)C (NE)-N-[1-[2-(4,4-dimethyl-1-piperidyl)-6-methyl-4-oxo-chromen-8-yl]ethylidene]-2-methyl-propane-2-sulfinamide